(3Z)-18,18-diheptyloxy-3-octadecen-1-ol C(CCCCCC)OC(CCCCCCCCCCCCC\C=C/CCO)OCCCCCCC